2-chloro-5-[2,4-dioxo-6-(trifluoromethyl)-3-pyrimidinyl]-4-fluorobenzoic acid ClC1=C(C(=O)O)C=C(C(=C1)F)N1C(NC(=CC1=O)C(F)(F)F)=O